4-(5-acetyl-2-(4-fluoro-2,6-dimethylphenoxy)phenyl)-6-methyl-2-(5-methyl-1,3,4-oxadiazol-2-yl)thieno[2,3-c]pyridin-7(6H)-one C(C)(=O)C=1C=CC(=C(C1)C=1C2=C(C(N(C1)C)=O)SC(=C2)C=2OC(=NN2)C)OC2=C(C=C(C=C2C)F)C